(1-(6-fluoro-[1,2,4]triazolo[4,3-a]quinazolin-5-yl)-1,2,3,4-tetrahydroquinolin-5-yl)-2-methylbut-3-yn-2-ol FC1=C2C(=NC=3N(C2=CC=C1)C=NN3)N3CCCC1=C(C=CC=C31)CC(C#C)(O)C